P(=O)(OC1=C(C(=CC=C1C)C1=C(C=CC=C1)C)C)([O-])[O-] tolyl-2,6-xylyl phosphate